BrC1=CC=C(C=C1)C(C(=O)O)(F)Cl 2-(4-Bromophenyl)-2-chloro-2-fluoro-acetic acid